NC1=CC(=C2NN=NC2=N1)N N-deaza-8-aza-2,6-diaminopurine